OCC1([C@@H](O)[C@H](O)[C@H](O1)CO)OC1(CO)[C@@H](O)[C@H](O)[C@H](O1)CO fructosyl ether